Cl.FC1=CC=C(C=C1)[C@@H]1N(CCC2=CC=CC=C12)C(=O)O[C@H]1CN(CC1)C (R)-1-methylpyrrolidin-3-yl (S)-1-(4-fluorophenyl)-3,4-dihydroisoquinoline-2(1H)-carboxylate hydrochloride